4,8-di-tert-butyl-6-(2-((2R,5R)-2,5-diphenylphospholane-1-yl)ethoxy)-1,2,10,11-tetramethyldibenzo[d,f][1,3,2]dioxaphosphepin C(C)(C)(C)C1=CC(=C(C2=C1OP(OC1=C2C(=C(C=C1C(C)(C)C)C)C)OCCP1[C@H](CC[C@@H]1C1=CC=CC=C1)C1=CC=CC=C1)C)C